N1(N=CC=C1)C1=CC=C(OC2=NC(=CC(=N2)C(=O)N)C(=O)N2CCN(CC2)S(=O)(=O)C)C=C1 2-(4-(1H-pyrazol-1-yl)phenoxy)-6-(4-(methylsulfonyl)piperazin-1-carbonyl)pyrimidine-4-formamide